diethylene glycol (3-methyl bis(trimethylsiloxy) silyl-2-methylpropyl) ether C[Si](CC(COCCOCCO)C)(O[Si](C)(C)C)O[Si](C)(C)C